FC1=C(C=C(C(=C1)C(F)(F)F)C1=NC=CC=N1)C(=O)NC=1N(N=C2C1N=C(C=C2)C(=O)N)C2=CC=CC=C2 3-({[2-Fluoro-5-pyrimidin-2-yl-4-(trifluoromethyl)phenyl]carbonyl}amino)-2-phenyl-2H-pyrazolo[4,3-b]pyridine-5-carboxamide